C(C)(C)(C)C=1C=CC(=C(C1)S(=O)(=O)N)OCC1CC1 5-tert-butyl-2-(cyclopropylmethoxy)benzenesulfonamide